O1CCCCC1 tetrahydro-2H-Pyran